5-(tert-butyl)-N-(4-(3-cyano-5-(piperazin-3-yl)pyridin-4-yl)-2-methylbenzyl)isoxazole-3-carboxamide hydrochloride Cl.C(C)(C)(C)C1=CC(=NO1)C(=O)NCC1=C(C=C(C=C1)C1=C(C=NC=C1C1CNCCN1)C#N)C